ClC1=C(C(=CC=2C(CCCC12)C=1C=C2C(=NC1)NN=C2)C#N)OCCCl 4-chloro-3-(2-chloroethoxy)-8-(1H-pyrazolo[3,4-b]pyridin-5-yl)-5,6,7,8-tetrahydronaphthalene-2-carbonitrile